C[C@@H]1N(C[C@H](NC1)C)C1=C(C(N(C=2C=CC(=NC12)C#N)C)=O)C#N 8-((2S,5R)-2,5-dimethylpiperazin-1-yl)-5-methyl-6-oxo-5,6-dihydro-1,5-naphthyridine-2,7-dicarbonitrile